1-(3-((3-methoxybenzyl)(3-morpholinobenzyl)amino)benzyl)piperazine-2,5-dione COC=1C=C(CN(C=2C=C(CN3C(CNC(C3)=O)=O)C=CC2)CC2=CC(=CC=C2)N2CCOCC2)C=CC1